The molecule is an aldehydic acid. It has a role as an Escherichia coli metabolite and a mouse metabolite. It is a conjugate acid of a 4-oxobutanoate. C(CC(=O)O)C=O